Cl.NCC1=CC=C(C=C1)B(O)O (4-(aminomethyl)phenyl)boronic acid hydrochloride